NC1=NC=C(C=N1)C=1C=C(C=C(C1)N1CCOCC1)S(=O)(=O)CC=1C=C(C#N)C=CC1 3-(((3-(2-aminopyrimidin-5-yl)-5-morpholinophenyl)sulfonyl)methyl)benzonitrile